2-[4-(difluoromethoxy)phenyl]-7-[4-fluoro-2-(2,2,2-trifluoroethoxy)phenyl]-5-methyl-1H-pyrrolo[3,4-c]pyridine-3,6(2H,5H)-dione FC(OC1=CC=C(C=C1)N1C(C2=CN(C(C(=C2C1)C1=C(C=C(C=C1)F)OCC(F)(F)F)=O)C)=O)F